C(C1=CC=CC=C1)N1N=C(N=C1)Cl 1-benzyl-3-chloro-1H-1,2,4-triazole